4-(((1-(4-fluorophenyl)-5-hydroxy-3-methyl-1H-pyrazol-4-yl)methylene)amino)benzoic acid FC1=CC=C(C=C1)N1N=C(C(=C1O)C=NC1=CC=C(C(=O)O)C=C1)C